9-Benzyl-1,2-dimethyl-9H-carbazol-4-ol C(C1=CC=CC=C1)N1C2=CC=CC=C2C=2C(=CC(=C(C12)C)C)O